O=C1NC(CCC1N1C(N(C2=C1C=CC(=C2)C2CN(C2)CC2=CC=C(C=C2)NC(OC(C)(C)C)=O)C)=O)=O Tert-butyl N-[4-[[3-[1-(2,6-dioxo-3-piperidyl)-3-methyl-2-oxo-benzimidazol-5-yl]azetidin-1-yl]methyl]phenyl]carbamate